[K+].C(CCC)C=1C(=C(C2=CC=CC=C2C1)S(=O)(=O)[O-])CCCC dibutyl-naphthalenesulfonic acid potassium salt